NC1=NC=C(C2=C1C(=NN2C)C2=CC(=C(C=C2)NS(=O)(=O)C(F)F)O[C@@H](C)C2=CC=C(C=C2)F)C=2C=NN(C2)C (S)-N-(4-(4-amino-1-methyl-7-(1-methyl-1H-pyrazol-4-yl)-1H-pyrazolo[4,3-c]pyridin-3-yl)-2-(1-(4-fluorophenyl)ethoxy)phenyl)-1,1-difluoromethanesulfonamide